CN1N=C(C=C1C(=O)NCC1=CN=C(S1)C1=CC(=NC=C1)C(F)(F)F)C(F)(F)F 1-methyl-3-(trifluoromethyl)-N-((2-(2-(trifluoromethyl)pyridin-4-yl)thiazol-5-yl)methyl)-1H-pyrazole-5-carboxamide